ClC1=C(C=CC(=C1)C#N)C=1C=CC(=C2C=CC=NC12)C[C@@H](C(=O)O)NC(C1=C(C=C(C=C1F)N1[C@@H](COCC1)C(F)(F)F)F)=O (S)-3-(8-(2-chloro-4-cyanophenyl)quinolin-5-yl)-2-(2,6-difluoro-4-((S)-3-(trifluoromethyl)morpholino)benzoylamino)propionic acid